para-xylylene dichloride C1(=CC=C(C=C1)CCl)CCl